F[P-](F)(F)(F)(F)F.N1(N=NC2=C1C=CC=C2)OC(=[N+](C)C)N(C)C 2-(1H-benzotriazol-1-yl)-N,N,N',N'-tetramethyluronium hexafluorophosphate